OCCOCCN(C1=NC(=NC(=C1)C)NC1=CC=C(C=C1)NC(CC1=CC=CC=C1)=O)C N-(4-((4-((2-(2-hydroxyethoxy)ethyl)(methyl)amino)-6-methylpyrimidin-2-yl)amino)phenyl)-2-phenylacetamide